diethyl (1,1-difluoro-2-((2R,3R,4S,5S,6S)-3,4,5-tris(benzyloxy)-6-methoxytetrahydro-2H-pyran-2-yl)ethyl)phosphonate FC(C[C@H]1O[C@@H]([C@H]([C@H]([C@@H]1OCC1=CC=CC=C1)OCC1=CC=CC=C1)OCC1=CC=CC=C1)OC)(F)P(OCC)(OCC)=O